3-(3-(4-bromobenzyl)-2,5-dioxo-1-phenylimidazolin-4-yl)-N-hydroxypropionamide BrC1=CC=C(CN2C(N(C(C2CCC(=O)NO)=O)C2=CC=CC=C2)=O)C=C1